C(CCCCCCCCCCCCCC)(=O)O.C(=O)(O)CCCCCCCCCCCCCCCCCCCCC 1-carboxy-heneicosane pentadecanoate